BrC=1C=CC(=NC1)N1CC2=C(CC1)N=CS2 5-(5-bromo-2-pyridinyl)-4,5,6,7-tetrahydro-thiazolo[5,4-c]pyridine